C1(CC1)N1N=C(C2=C(C1=O)C(C(C(N2C)=O)(C(=O)OCC)F)=O)C2=CC(=CC=C2)[N+](=O)[O-] ethyl 6-cyclopropyl-3-fluoro-1-methyl-8-(3-nitrophenyl)-2,4,5-trioxopyrido[2,3-d]pyridazine-3-carboxylate